OC=1N=C(C2(N=CN=C2N1)O)N 2-hydroxy-5-hydroxy-adenine